N1=CC=C(C=C1)CCC1=NNC2=CC(=CC=C12)C=O 3-(2-(pyridin-4-yl)ethyl)-1H-indazole-6-carbaldehyde